FC1=C(C(=CC=C1N1C=CC=C1)F)[Ti]C1=C(C(=CC=C1F)N1C=CC=C1)F bis[2,6-difluoro-3-(pyrrol-1-yl)phenyl]titanium